(R)-2-(2-hydroxypropan-2-yl)-N'-((1-oxo-1,2,3,6,7,8-hexahydro-as-indacen-4-yl)carbamoyl)thiazole-5-sulfonimidamide OC(C)(C)C=1SC(=CN1)[S@@](=O)(N)=NC(NC1=C2CCC(C2=C2CCCC2=C1)=O)=O